CS(=O)(=O)C1=CC=C(NC2=NC=C(C(=N2)N[C@H](CO)C2=CC=CC=C2)C2=NNC(=N2)C)C=C1 (2S)-2-[[2-(4-methylsulfonylanilino)-5-(5-methyl-1H-1,2,4-triazol-3-yl)pyrimidin-4-yl]amino]-2-phenyl-ethanol